B([O-])([O-])[O-].C(CC(=O)OCCCC)(=O)OCCCC.[Li+].[Li+].[Li+] lithium bis-n-butyl malonate borate